[N+](=O)([O-])C1=CC=C(N(CCC)CCC)C=C1 4-nitro-N,N-dipropylaniline